methyl 2-(bis(tert-butoxycarbonyl)amino)-5-fluoro-4-vinylbenzoate C(C)(C)(C)OC(=O)N(C1=C(C(=O)OC)C=C(C(=C1)C=C)F)C(=O)OC(C)(C)C